FC(C1=NNC=C1C=1C=C2C=CN(C(C2=CC1)=O)CC=1C=C(C=CC1)NC(C1=CN=CC=C1)=O)F N-(3-((6-(3-(Difluoromethyl)-1H-pyrazol-4-yl)-1-oxoisoquinolin-2(1H)-yl)methyl)phenyl)nicotinamide